[C@@H]12CNC[C@H]2C1NC(OCC1=CC=CC=C1)=O Benzyl (1R,5S,6r)-3-azabicyclo[3.1.0]hexan-6-ylcarbamate